ClC=1C=C(C=CC1F)NC(N([C@H](C)C1=CNC(C2=CC=CC=C12)=O)CC1COC(OC1)(C)C)=O |r| Racemic-3-(3-chloro-4-fluorophenyl)-1-((2,2-dimethyl-1,3-dioxan-5-yl)methyl)-1-(1-(1-oxo-1,2-dihydroisoquinolin-4-yl)ethyl)urea